COC(=O)[C@H]1NCC2=CC(=CC=C2C1)Br (3S)-7-bromo-1,2,3,4-tetrahydroisoquinoline-3-carboxylic acid methyl ester